1-[(1S)-1-benzyl-2-ethoxy-ethyl]imidazo[4,5-c]quinolin-4-amine hydrochloride Cl.C(C1=CC=CC=C1)[C@@H](COCC)N1C=NC=2C(=NC=3C=CC=CC3C21)N